C(C)C=1SC=C(N1)CC1=CC(=NC=C1)C(=O)N[C@@H]1C(N(C2=C(OC1)C=CC(=C2)C#CC(C)(C)O)C)=O (S)-4-((2-ethylthiazol-4-yl)methyl)-N-(7-(3-hydroxy-3-methylbut-1-yn-1-yl)-5-methyl-4-oxo-2,3,4,5-tetrahydrobenzo[b][1,4]oxazepin-3-yl)picolinamide